NC12CC(C1)(C2)NC(OC(C)(C)C)=O tert-butyl N-{3-aminobicyclo[1.1.1]pentane-1-yl}carbamate